CC(C(C=CCCCCCCC)=O)=O dodecenedion